2-(4-oxo-2-thioxo-5-((3'-(trifluoromethyl)-[1,1'-biphenyl]-4-yl)methylene)thiazolidin-3-yl)hexanoic acid O=C1N(C(SC1=CC1=CC=C(C=C1)C1=CC(=CC=C1)C(F)(F)F)=S)C(C(=O)O)CCCC